E-quinoline N1=CC=CC2=CC=CC=C12